N1(N=CN=C1)C1=NC=C(C2=CC=CC=C12)C(C)N(C(=O)NC1=CC(=C(C=C1)F)Cl)CC(C)C 1-(1-(1-(1H-1,2,4-triazol-1-yl)isoquinolin-4-yl)ethyl)-3-(3-chloro-4-fluorophenyl)-1-isobutylurea